1,2,3,4-tetrahydro-1,6-dimethyl-4-(1-methylethyl)-naphthalene CC1CCC(C2=CC(=CC=C12)C)C(C)C